FC=1C(=NC=C(C1)F)CN1N=C2N([C@@H](CCC2)C(=O)N2C[C@H]([C@H](C2)F)F)C1=O (5S)-2-[(3,5-Difluoropyridin-2-yl)methyl]-5-{[(3R,4S)-3,4-difluoropyrrolidin-1-yl]carbonyl}-5,6,7,8-tetrahydro[1,2,4]triazolo[4,3-a]pyridin-3(2H)-one